chloro-N-[2-chloro-4-(4-{[2-(dimethylamino)ethyl]amino}-3-methyl-1H-pyrazolo[3,4-d]pyrimidin-6-yl)phenyl]-2-fluorobenzenesulfonamide ClC=1C(=C(C=CC1)S(=O)(=O)NC1=C(C=C(C=C1)C1=NC(=C2C(=N1)NN=C2C)NCCN(C)C)Cl)F